CN(CCC(=O)OCC(CC(C(=O)[O-])CC(OCCCCCCCC)OCCCCCCCC)CC(C(=O)[O-])CC(OCCCCCCCC)OCCCCCCCC)C 2-(((3-(dimethylamino)propanoyl)oxy)methyl)propane-1,3-diylbis(4,4-bis(octyloxy)butanoate)